potassium 4-methyl-2-(2H-[1,2,3]triazol-2-yl)-benzoate CC1=CC(=C(C(=O)[O-])C=C1)N1N=CC=N1.[K+]